COC1=NC=C(C=N1)N1N=CC(=C1)C=1OC2=C(C=C(C=C2C(C1)=O)C)C(C)NC1=C(C(=O)O)C=CC=C1 2-[1-[2-[1-(2-Methoxypyrimidin-5-yl)pyrazol-4-yl]-6-methyl-4-oxo-chromen-8-yl]ethylamino]benzoic acid